COCCOCCOCC(=O)N[C@@H](C)C(=O)N([C@@H](C)C(=O)N[C@@H](CC(N)=O)C(=O)O)C N-{[2-(2-Methoxyethoxy)ethoxy]acetyl}-L-alanyl-N-methyl-L-alanyl-L-asparagine